C(=O)N(CCCCCCN(C1CC(NC(C1)(C)C)(C)C)C=O)C1CC(NC(C1)(C)C)(C)C N,N'-bisformyl-N,N'-bis(2,2,6,6-tetramethyl-4-piperidinyl)hexamethylenediamine